CC1(OB(OC1(C)C)C1=CC=CC=2C3=C(NC12)OC1=C3C=CC=C1)C 7-(4,4,5,5-tetramethyl-1,3,2-dioxaborolan-2-yl)-6H-benzofuro[2,3-b]indole